BrC=1C(=C(C=CC1)C=1OC2=C(N1)CN(C2)C(CN2C[C@@H](CC2)O)=O)C (R)-1-(2-(3-bromo-2-methylphenyl)-4,6-dihydro-5H-pyrrolo[3,4-d]oxazol-5-yl)-2-(3-hydroxypyrrolidin-1-yl)ethan-1-one